CC(CC(CC)O)(C)O 5-methyl-3,5-hexanediol